4-fluoro-1-[cis-4-[4-(3,6-dichloropyridazin-4-yl)piperazin-1-yl]cyclohexyl]-1H-indole FC1=C2C=CN(C2=CC=C1)[C@@H]1CC[C@@H](CC1)N1CCN(CC1)C1=C(N=NC(=C1)Cl)Cl